CC1(O[C@H]([C@@H](O1)CNS(O)(=O)=O)C1=C(N=C(S1)Cl)C)C.C[Si](C#CC1=NC=CC=N1)(C)C 2-(trimethylsilyl)ethynyl-pyrimidine ((4S,5R)-2,2-dimethyl-5-(2-chloro-4-methylthiazol-5-yl)-1,3-dioxolan-4-yl)methyl-sulfamate